C(#N)CCCC1CN(CCC1(F)F)C(=O)OC(C)(C)C tert-butyl 3-(3-cyanopropyl)-4,4-difluoropiperidine-1-carboxylate